3,5-dibromo-2-aminobenzoate BrC=1C(=C(C(=O)[O-])C=C(C1)Br)N